C1(CCCCCC1)CC1=CC=C(C(=O)NC2=CC(=C(C=C2)O)NS(=O)(=O)C2=CC=C(C=C2)F)C=C1 4-(cycloheptylmethyl)-N-(3-((4-fluorophenyl)sulphonamido)-4-hydroxyphenyl)benzamide